1-O-Butyl 7-O-[2-[[4-[3-(3,4-dimethoxyphenyl)prop-2-enoyl]phenyl]carbamoylamino]ethyl] 6-ethyl-4-(hydroxymethylcarbamoyl)-2,2,6-trimethylheptanedioate C(C)C(CC(CC(C(=O)OCCCC)(C)C)C(NCO)=O)(C(=O)OCCNC(NC1=CC=C(C=C1)C(C=CC1=CC(=C(C=C1)OC)OC)=O)=O)C